BrC=1C(=CC(=C(C1)NC1=NC=NC(=C1[N+](=O)[O-])Cl)N1C[C@@H](N(CC1)C)C)F (S)-N-(5-bromo-2-(3,4-dimethylpiperazin-1-yl)-4-fluorophenyl)-6-chloro-5-nitropyrimidin-4-amine